COC(=O)C1=CC2=C(N(C(=N2)C=2N(C3=CC=CC=C3C2)CC2CC2)CC2CN(C2)C(=O)OC(C)(C)C)C(=C1)Cl 1-((1-(tert-Butoxycarbonyl)azetidin-3-yl)methyl)-7-chloro-2-(1-(cyclopropylmethyl)-1H-indol-2-yl)-1H-benzo[d]imidazole-5-carboxylic acid methyl ester